C(C)(C)(C)OC(=O)N1CC2(C1)CC(C2)(OC)CC2=CC=CC=C2.O(CC)COC2=CC=C(C=C2)CC(=O)N 4-(ethoxylmethoxy)phenylacetamide tert-Butyl-6-benzyl-6-methoxy-2-azaspiro[3.3]heptane-2-carboxylate